CC1=C(C(CC=C1)(C)C)/C=C/C(=C/C=C/C(=C/C=O)/C)/C 3,4-didehydroretinal